COC=1C=CC2=CC3=CC(=CC=C3C=C2C1)OC 3,7-dimethoxyanthracene